ONC(C(C)(C)OC1=C(C=CC(=C1)N(C1=NC(=NC2=CC=CC=C12)C)C)OC)=O N-hydroxy-2-(2-methoxy-5-(methyl-(2-methylquinazol-4-yl)amino)phenoxy)-2-methylpropanamide